trifluoromethyl-N-(4-fluorophenyl)acetyl-hydrazonochloride FC(F)(F)N(N(Cl)Cl)C(CC1=CC=C(C=C1)F)=O